NC1=C(SC(=C1)C1=C(C=C(C(=C1)OC)F)Cl)C(=O)OC methyl 3-amino-5-(2-chloro-4-fluoro-5-methoxy-phenyl)thiophene-2-carboxylate